C1(=CC=C(C=C1)CC1=C(C=CC(=C1)N)NC1=CC=CC=C1)CC1=C(C=CC(=C1)N)NC1=CC=CC=C1 N'-(1,4-phenylenedi(methylene))bis(N-phenylbenzene-1,4-diamine)